rac-1-(4-chloropyridin-2-yl)ethan-1-ol ClC1=CC(=NC=C1)[C@@H](C)O |r|